C(C1C(C(=O)OC(=O)[C@@H](O)[C@H](O)[C@@H](O)[C@H](O)CO)CCCC1)(=O)OC(=O)[C@@H](O)[C@H](O)[C@@H](O)[C@H](O)CO diidonoyl hexahydrophthalate